C1(CCCCC1)[NH2+]C1CCCCC1.C(=O)(OC(C)(C)C)N[C@@H](CC1=CN(C=N1)C(=O)OC(C)(C)C)C(=O)[O-] N,N'-Di-Boc-L-histidine dicyclohexylammonium salt